FC1=C(C(=O)O)C=CC(=C1)C=1C=C2C=NN(C2=CC1)C 2-fluoro-4-(1-methyl-1H-indazol-5-yl)benzoic acid